octadecyl-di-n-propyl(3-trimethoxysilylpropyl)ammonium chloride [Cl-].C(CCCCCCCCCCCCCCCCC)[N+](CCC[Si](OC)(OC)OC)(CCC)CCC